decafluorohexanoylperoxide FC(C(C(C(C(=O)OOC(C(C(C(C(C(F)(F)F)F)(F)F)(F)F)(F)F)=O)(F)F)(F)F)(F)F)C(F)(F)F